CC(CCCC)(C#CC(CCCC)(O)C)O 5,8-dimethyl-6-dodecyne-5,8-diol